FC=1C=C(C=CC1)C=1C=NC(=NC1)NC=1C=C(C(=O)NCCCC2=CC=CC=C2)C=CC1 3-{[5-(3-fluorophenyl)pyrimidin-2-yl]amino}-N-(3-phenylpropyl)benzamide